2-(Acryloyloxy)ethyl hydrogen succinate C(CCC(=O)O)(=O)OCCOC(C=C)=O